Cl.ClCC=1N=C2N(C(=CC=C2)C(F)(F)F)C1 2-(chloromethyl)-5-(trifluoromethyl)imidazo[1,2-a]pyridine hydrochloride